(5,8-difluoroquinazolin-4-yl)-{2-[2-fluoro-4-(4-trifluorometh-ylpyridin-2-yloxy)-phenyl]-ethyl}-amine FC1=C2C(=NC=NC2=C(C=C1)F)NCCC1=C(C=C(C=C1)OC1=NC=CC(=C1)C(F)(F)F)F